ClC1=C(NC2=C1C=NC=C2)CNC(CN2C(=NC=C(C2=O)N[C@H](C)C2=CC1=C(OC3=C1C=CC=C3)C=C2)C2=C(C=CC=C2)F)=O (R)-N-((3-chloro-1H-pyrrolo[3,2-c]pyridine-2-yl)methyl)-2-(5-((1-(dibenzo[b,d]furan-2-yl)ethyl)amino)-2-(2-fluorophenyl)-6-oxopyrimidin-1(6H)-yl)acetamide